benzylcyclopentadienyliron (II) hexafluorophosphate F[P-](F)(F)(F)(F)F.C(C1=CC=CC=C1)[Fe]C1C=CC=C1